4-(3-Chloro-2-methylphenyl)-5-[4-[(3S)-1-(3-fluoropropyl)pyrrolidin-3-yl]oxyphenyl]-2,3-dihydro-1-benzoxepin-8-ol ClC=1C(=C(C=CC1)C=1CCOC2=C(C1C1=CC=C(C=C1)O[C@@H]1CN(CC1)CCCF)C=CC(=C2)O)C